(1S,3R,5S)-2-azabicyclo[3.1.0]hexane-3-carboxamide [C@H]12N[C@H](C[C@@H]2C1)C(=O)N